C(C1=CC=CC=C1)N1C(C(CC1=O)C)C(C(=O)NCC1CC1)=O 2-(1-Benzyl-3-methyl-5-oxopyrrolidin-2-yl)-N-(cyclopropylmethyl)-2-oxoacetamide